3,6-dihydroxycyclohexane OC1CCC(CC1)O